OCC=1N=NC=CC1 3-(hydroxymethyl)pyridazine